6-(3,5-dimethyl-4-propoxyphenyl)-(7-fluoro-2,2-dimethyl-1,2,3,4-tetrahydronaphthalin-1-yl)carbamat CC=1C=C(C=C(C1OCCC)C)C=1C=C2CCC(C(C2=CC1F)NC([O-])=O)(C)C